6-((5-(4-phenoxyphenyl)pyrimidin-4-yl)amino)pyridin O(C1=CC=CC=C1)C1=CC=C(C=C1)C=1C(=NC=NC1)NC1=CC=CC=N1